O[C@H]1C[C@@H]([C@H](CC1)N1N=C2C=C(C(=CC2=C1)C(=O)NC=1C=NN2C=NC=CC21)OC)C |o1:1,3,4| rel-2-((1S,2S,4R)-4-hydroxy-2-methylcyclohexyl)-6-methoxy-N-(pyrazolo[1,5-c]pyrimidin-3-yl)-2H-indazole-5-carboxamide